P(SCCCCCCCCCCCC)(OCCCCCCCCCCCC)OCCCCCCCCCCCC tridodecyl thiophosphite